CS(=O)CP(OCC)(OCC)=O Diethyl ((methylsulfinyl)methyl)phosphonate